((2S,3R,6R)-3-(((5-Chloropyridin-2-yl)amino)methyl)-2,6-dimethylmorpholino)(4-(5-fluoropyrimidin-2-yl)-1,5-dimethyl-1H-pyrazol-3-yl)methanone ClC=1C=CC(=NC1)NC[C@@H]1[C@@H](O[C@@H](CN1C(=O)C1=NN(C(=C1C1=NC=C(C=N1)F)C)C)C)C